BrC1=C(C=C(C=C1)\N=C\C(C=O)Cl)OC (E)-3-((4-bromo-3-methoxyphenyl)imino)-2-chloropropanal